C(C)(C)(C)OC(=O)N1CC2(C1)C[C@@H]([C@H](CC2)O)C |r| rac-(6S,7S)-7-hydroxy-6-methyl-2-azaspiro[3.5]nonane-2-carboxylic acid tert-butyl ester